F[C@H]1CN(CC[C@H]1NC1=C2C=C(N(C2=CC=C1)CC(F)(F)F)C1=NOC(=N1)CNC(=O)C1=CN(C=C1)C1(CC1)COC)C N-[[3-[4-[[(3S,4R)-3-fluoro-1-methyl-4-piperidyl]amino]-1-(2,2,2-trifluoroethyl)indol-2-yl]-1,2,4-oxadiazol-5-yl]methyl]-1-[1-(methoxymethyl)cyclopropyl]pyrrole-3-carboxamide